NC1=NC=CC=C1C1=NC=2C(=NC(=CC2)C2=CC=CC=C2)N1C1=CC=C(CN2C[C@@H](CCC2)NC2=NC(=NC=N2)C#N)C=C1 (R)-4-((1-(4-(2-(2-aminopyridin-3-yl)-5-phenyl-3H-imidazo[4,5-b]pyridin-3-yl)benzyl)piperidin-3-yl)amino)-1,3,5-triazine-2-carbonitrile